CC(CCOCCOCCOCCOCCOCCO)CC 18-methyl-3,6,9,12,15-pentaoxaeicosan-1-ol